COC(C1=CC(=C(C=C1)OC(F)F)C=C)=O 4-(difluoromethoxy)-3-vinylbenzoic acid methyl ester